6-(2,6-dichloro-4-nitrophenoxy)-4-methyl-2-(trifluoromethyl)quinoline calcium 4-methyl-1-cyclohexene-1,2-dicarboxylate CC1CC(=C(CC1)C(=O)[O-])C(=O)[O-].[Ca+2].ClC1=C(OC=2C=C3C(=CC(=NC3=CC2)C(F)(F)F)C)C(=CC(=C1)[N+](=O)[O-])Cl